(R)-5-(2-(dimethylamino)ethoxy)-N-(1-(3-(1-ethyl-1H-pyrazol-3-yl)-5-(6-morpholinopyridin-3-yl)phenyl)ethyl)-2-methylbenzamide CN(CCOC=1C=CC(=C(C(=O)N[C@H](C)C2=CC(=CC(=C2)C=2C=NC(=CC2)N2CCOCC2)C2=NN(C=C2)CC)C1)C)C